(4S,5R,6R)-5-acetamido-4-[2,3-di(t-butoxycarbonyl)-guanidino]-6-{(S)-[(2RS,4R)-2-heptyl-2-hydroxy-1,3-dioxolan-4-yl](methoxy)methyl}-5,6-dihydro-4H-pyran-2-carboxylic acid C(C)(=O)N[C@@H]1[C@H](C=C(O[C@H]1[C@H](OC)[C@@H]1O[C@@](OC1)(O)CCCCCCC)C(=O)O)NC(=NC(=O)OC(C)(C)C)NC(=O)OC(C)(C)C |&1:15|